The molecule is a fatty amide of lauric acid. It has a role as a metabolite. It derives from a dodecanoic acid. CCCCCCCCCCCC(=O)N